C(C1=CC=CC=C1)O[C@H]1[C@@H](O[C@@H]([C@H]1OCC1=CC=CC=C1)COCC1=CC=CC=C1)C=1C=NNC1N 4-((2S,3S,4R,5R)-3,4-bis(benzyloxy)-5-((benzyloxy)methyl)tetrahydrofuran-2-yl)-1H-pyrazol-5-amine